FC(=CC(C(F)(F)F)(C(F)(F)F)F)F 1,1,3,4,4,4-hexafluoro-3-(trifluoromethyl)-1-butene